Lithium manganese tetraoxide [O-2].[O-2].[O-2].[O-2].[Mn+2].[Li+]